C(C1=CC=CC=C1)OCCN1C(=NC(=C1C=O)Cl)C 1-[2-(benzyloxy)ethyl]-4-chloro-2-methyl-1H-imidazole-5-carbaldehyde